2-(4-(dimethoxymethyl)piperidin-1-yl)-5-iodopyridine COC(C1CCN(CC1)C1=NC=C(C=C1)I)OC